4-(5-cyano-1H-indol-2-yl)-5-hydroxy-N-methoxy-2-oxo-5-pentyl-2,5-dihydrofuran-3-carboxamide C(#N)C=1C=C2C=C(NC2=CC1)C1=C(C(OC1(CCCCC)O)=O)C(=O)NOC